5-(N-methyl-2,2-diphenylacetamido)pyrimidine-4-carboxylic acid ethyl ester C(C)OC(=O)C1=NC=NC=C1N(C(C(C1=CC=CC=C1)C1=CC=CC=C1)=O)C